[Si](C)(C)(C(C)(C)C)OCC=1N=NC(=CC1NC1=CC(=NC=N1)NC(=O)C1CC(C1)N1CCC(CC1)C(=O)OCC(C)(C)C)C1=C(C=CC(=C1)Cl)F 2,2-dimethylpropyl 1-[3-({6-[(3-{[(tert-butyldimethylsilyl)oxy]methyl}-6-(5-chloro-2-fluorophenyl)pyridazin-4-yl)amino]pyrimidin-4-yl}carbamoyl)cyclobutyl]piperidine-4-carboxylate